(2S)-N1,N1-dimethyl-3-phenyl-1,2-propanediamine Lithium aluminum hydride [AlH4-].[Li+].CN(C[C@H](CC1=CC=CC=C1)N)C